FC(C(=O)NC1=C(C=CC=C1)[N+](=O)[O-])(F)F 2,2,2-trifluoro-N-(2-nitrophenyl)acetamide